((2S,3R,4R)-4-(3,4-dimethoxybenzyl)-2-(3,4,5-trimethoxyphenyl)tetrahydrofuran-3-yl)methyl-3-methylbut-2-enoate COC=1C=C(C[C@@H]2[C@@H]([C@H](OC2)C2=CC(=C(C(=C2)OC)OC)OC)COC(C=C(C)C)=O)C=CC1OC